O1CCC(CC1)OC([C@H](C)NP(=O)(OC1=CC=CC=C1)OC1=CC=C(C=C1)[N+](=O)[O-])=O (2S)-2-(((4-nitrophenoxy)(phenoxy)phosphoryl)amino)propanoic acid tetrahydro-2H-pyran-4-yl ester